C(C)(C)(C)OC(=O)N[C@H]1CSC2=C(NC1=O)C=C(C(=C2)Cl)C(=O)OC methyl (3R)-3-(tert-butoxycarbonylamino)-8-chloro-4-oxo-3,5-dihydro-2H-1,5-benzothiazepine-7-carboxylate